CC=1OC=CC1C=1N(C(=NN1)SC(C(=O)NC1=C(C2=C(S1)CCC2)C(=O)N)C)C2=CC=CC=C2 2-(2-{[5-(2-methylfuran-3-yl)-4-phenyl-4H-1,2,4-triazol-3-yl]sulfanyl}propanamido)-4H,5H,6H-cyclopenta[b]thiophene-3-carboxamide